tert-butyl (4-((6-((((3-(6-hydroxy-3-oxoisoindolin-1-yl)-1H-indol-2-yl)methyl)amino)methyl)-1H-indol-1-yl)methyl)benzyl)carbamate OC1=CC=C2C(NC(C2=C1)C1=C(NC2=CC=CC=C12)CNCC1=CC=C2C=CN(C2=C1)CC1=CC=C(CNC(OC(C)(C)C)=O)C=C1)=O